(R)-1-(8-bromoimidazo[1,5-a]pyridin-3-yl)ethan-1-amine BrC=1C=2N(C=CC1)C(=NC2)[C@@H](C)N